(5'S,7a'R)-5'-(3,5-difluorophenyl)-1-(3-fluorobenzene-1-carbonyl)tetrahydro-3'H-spiro[piperidine-4,2'-pyrrolo[2,1-b][1,3]oxazol]-3'-one FC=1C=C(C=C(C1)F)[C@@H]1CC[C@H]2OC3(C(N21)=O)CCN(CC3)C(=O)C3=CC(=CC=C3)F